3-(4-fluoro-2-(trifluoromethyl)benzoyl)-5,6-dihydroimidazo[1,2-a]pyrazine FC1=CC(=C(C(=O)C2=CN=C3N2CCN=C3)C=C1)C(F)(F)F